rac-N-{(1R,6S)-2,2-difluoro-6-[4-(propan-2-yl)piperazin-1-yl]cyclohexyl}-4-phenylpiperidine-1-carboxamide FC1([C@@H]([C@H](CCC1)N1CCN(CC1)C(C)C)NC(=O)N1CCC(CC1)C1=CC=CC=C1)F |r|